1-(5-(4-amino-7-cyclopropyl-7H-pyrrolo[2,3-d]pyrimidin-5-yl)imidazo[1,2-a]pyridin-8-yl)-3-(3-(tert-butyl)isoxazol-5-yl)urea NC=1C2=C(N=CN1)N(C=C2C2=CC=C(C=1N2C=CN1)NC(=O)NC1=CC(=NO1)C(C)(C)C)C1CC1